pyridinol iron [Fe].N1=C(C=CC=C1)O